(5E)-8-[4-(2-butoxyethoxy)phenyl]-1-(2-methylpropyl)-N-[4-[(S)-(3-propylimidazol-4-yl)methylsulfinyl]phenyl]-3,4-dihydro-2H-1-benzazocine-5-carboxamide C(CCC)OCCOC1=CC=C(C=C1)C=1C=CC2=C(/C=C(\CCCN2CC(C)C)/C(=O)NC2=CC=C(C=C2)[S@@](=O)CC=2N(C=NC2)CCC)C1